COC1=C(CN(C2=NC(=NN3C2=NC=C3C(C3=CC(N(C=C3)C3CCN(CC3)C(=O)OC(C)(C)C)=O)O)O[C@@H](C)CCC)CC3=C(C=C(C=C3)OC)OC)C=CC(=C1)OC tert-butyl 4-(4-((4-(bis(2,4-dimethoxybenzyl)amino)-2-(((S)-pentan-2-yl)oxy)imidazo[2,1-f][1,2,4]triazin-7-yl)(hydroxy)methyl)-2-oxopyridin-1(2H)-yl)piperidine-1-carboxylate